(8-(4,4,5,5-tetramethyl-1,3,2-dioxaborolan-2-yl)imidazo[1,5-a]pyridin-3-yl)(3,4,5-trifluorophenyl)methanone CC1(OB(OC1(C)C)C=1C=2N(C=CC1)C(=NC2)C(=O)C2=CC(=C(C(=C2)F)F)F)C